F[C@@H]1[C@H](CN(C1)C)OC=1C=C2C(=NC=NC2=CC1OC)C=1C(=NN(C1)C)C1=CC=CC=C1 |r| trans-rac-6-(((3s,4s)-4-fluoro-1-methylpyrrolidin-3-yl)oxy)-7-methoxy-4-(1-methyl-3-phenyl-1H-pyrazol-4-yl)quinazoline